FC=1C(=C(C=CC1F)[C@@H]1[C@H](O[C@]([C@H]1C)(C(F)(F)F)C)C(=O)NC1=CC(=[N+](C=C1)[O-])C(=O)N)OC([2H])([2H])[2H] 4-[[(2S,3R,4S,5R)-3-[3,4-Difluoro-2-(trideuteriomethoxy)phenyl]-4,5-dimethyl-5-(trifluoromethyl)tetrahydrofuran-2-carbonyl]amino]-1-oxido-pyridin-1-ium-2-carboxamid